CC1(OC(OCC1=C)=O)C 4,4-dimethyl-5-methylene-1,3-dioxan-2-one